FC(OC1=CC=C(C=C1)C1(CC1)C(=O)NC1C2CCC(C(C1)C)N2C(=O)OC(C)(C)C)F tert-butyl 2-{1-[4-(difluoromethoxy)phenyl] cyclopropaneamido}-4-methyl-8-azabicyclo[3.2.1]octane-8-carboxylate